4-chloro-6,6-bis(fluoromethyl)-2,8-dimethyl-6,8-dihydro-7H-pyrrolo[3,2-g]quinazolin-7-one ClC1=NC(=NC2=CC3=C(C=C12)C(C(N3C)=O)(CF)CF)C